NC1=CC=C(C=C/C(=C/C(=O)O)/C(=O)O)C=C1 p-aminostyrene-maleic acid